N-(5-chloro-6-(4-methylpiperazine-1-carbonyl)pyridin-3-yl)-1-(isoquinolin-4-yl)-5-(trifluoromethyl)-1H-pyrazole-4-carboxamide ClC=1C=C(C=NC1C(=O)N1CCN(CC1)C)NC(=O)C=1C=NN(C1C(F)(F)F)C1=CN=CC2=CC=CC=C12